[Cl-].C(N)(=O)C=1C=[N+](C=CC1)[C@H]1O[C@@H]([C@H]([C@H]1O)O)CO 3-carbamoyl-1-((2S,3R,4S,5R)-3,4-dihydroxy-5-(hydroxymethyl)tetrahydrofuran-2-yl)pyridin-1-ium chloride